(7-(3-fluoro-5-methoxy-4-methylphenyl)-2-azaspiro[3.5]non-2-yl)((1s,3s)-3-hydroxy-3-methylcyclobutyl)methanone FC=1C=C(C=C(C1C)OC)C1CCC2(CN(C2)C(=O)C2CC(C2)(C)O)CC1